C(C)(C)OC1=C(C=C(C(=C1)C1(CC1)N1C(COCC1)=C)C)[N+](=O)[O-] 2-isopropoxy-5-methyl-4-(1-(methylenemorpholinyl)cyclopropyl)nitrobenzene